FC1CC(NC1)(C)C 4-fluoro-2,2-dimethyl-pyrrolidine